C1=CC(=C(C=C1C(F)(F)F)[N+](=O)[O-])Cl 2-nitro-4-(trifluoromethyl)chlorobenzene